CN[C@H](CCC(=O)[O-])C(=O)[O-] r-methyl-L-glutamate